FC=1C=C(C=C(C1)F)COC=1C=C(C=NC1C1=C(SC(=C1)C(=O)OC)C)OC1CN(C1)C(=O)OC(C)(C)C tert-butyl 3-({5-[(3,5-difluorophenyl)methoxy]-6-[5-(methoxycarbonyl)-2-methylthiophen-3-yl]pyridin-3-yl}oxy)azetidine-1-carboxylate